OCCC1CCN(CC1)C=1C=C(C=O)C=CC1[N+](=O)[O-] 3-[4-(2-hydroxyethyl)piperidin-1-yl]-4-nitrobenzaldehyde